(E)-N'-(3-Iodo-1H-pyrrolo[3,2-b]pyridin-5-yl)-N,N-dimethylformimidamide IC1=CNC=2C1=NC(=CC2)/N=C/N(C)C